1-(1-benzyl-8-bromo-3,4-dihydro-2H-quinolin-6-yl)pentan-1-one potassium acetate C(C)(=O)[O-].[K+].C(C1=CC=CC=C1)N1CCCC2=CC(=CC(=C12)Br)C(CCCC)=O